[O-]P(O)(=O)OP(=O)(O)OP(=O)(O)O.OP(O)(=O)OP(=O)(O)OP(=O)(O)O.[Na+] sodium triphosphate (triphosphate)